N-cyclopropyl-2,3-difluoro-6-nitroaniline C1(CC1)NC1=C(C(=CC=C1[N+](=O)[O-])F)F